CN1C(N(CC1)C1CNCCC1)=O 3-(3-methyl-2-oxoimidazolin-1-yl)piperidine